ethyl-[3-(3-chloro-4-cyclohexylphenyl)propyl]amine C(C)NCCCC1=CC(=C(C=C1)C1CCCCC1)Cl